N-(2-methylpentyl)-4-methoxybenzenesulfonamide CC(CNS(=O)(=O)C1=CC=C(C=C1)OC)CCC